C1(=CC=CC=C1)C1=C(C(=NC2=CC=C(C=C12)C1=CC=CC=C1)C(F)(F)F)C#CC1=CC=CC=C1 4,6-Diphenyl-3-(phenylethynyl)-2-(trifluoromethyl)quinoline